COC(=O)C12CC(C1)(C2)C(=O)NC=2C=C(C=C(C2)C(F)(F)F)NC(=O)[N-]C2=C[N+](=NO2)CC2=NC=CC=C2 ((3-(3-(Methoxycarbonyl)bicyclo[1.1.1]pentane-1-carboxamido)-5-(trifluoromethyl)phenyl)-carbamoyl)(3-(pyridin-2-ylmethyl)-1,2,3-oxadiazol-3-ium-5-yl)amide